3-(methylsulfinyl)thiophene-2-carbaldehyde CS(=O)C1=C(SC=C1)C=O